2-Amino-N-[(2S)-butan-2-yl]-7-(1-{cyclopropyl[6-(trifluoromethyl)pyridin-3-yl]methyl}-1H-pyrazol-4-yl)[1,2,4]triazolo[1,5-a]pyridine-5-carboxamide NC1=NN2C(C=C(C=C2C(=O)N[C@@H](C)CC)C=2C=NN(C2)C(C=2C=NC(=CC2)C(F)(F)F)C2CC2)=N1